2-(5-((Z)-((1r,5s)-1,5-dimethyl-8-azabicyclo[3.2.1]oct-3-ylidene)methyl)pyrazin-2-yl)-5-(1H-imidazol-1-yl)phenol C[C@]12CC(C[C@](CC1)(N2)C)=CC=2N=CC(=NC2)C2=C(C=C(C=C2)N2C=NC=C2)O